ClC=1C=2N(C=CN1)C(=CN2)C2=C(C(=C(C=C2)OC)F)F 8-chloro-3-(2,3-difluoro-4-methoxyphenyl)imidazo[1,2-a]pyrazine